C(C=C)C=1C=C(C(=C(C1)C#CCC/C=C/C(=O)NCC(C)C)O)OC (E)-7-(5-allyl-2-hydroxy-3-methoxyphenyl)-N-isobutylhept-2-en-6-ynamide